FC1=C(OC2CCN(CC2)C=2N=C3C(=NC2N[C@H]2COCC2)C=NC=C3)C=CC(=C1)F (R)-2-(4-(2,4-difluorophenoxy)piperidin-1-yl)-N-(tetrahydrofuran-3-yl)pyrido[3,4-b]pyrazin-3-amine